9-Bromo-2-iodo-5,6-dihydrobenzo[f]imidazo[1,2-d][1,4]oxazepine BrC1=CC2=C(C=3N(CCO2)C=C(N3)I)C=C1